N-(2,2-dimethylbutyl)benzene-1,2-diamine CC(CNC=1C(=CC=CC1)N)(CC)C